5-(7,8-dimethyl-[1,2,4]triazolo[1,5-a]pyridin-6-yl)-6-isopropyl-2-(1-(methylsulfonyl)piperidin-4-yl)-4H-pyrrolo[3,2-d]thiazole CC1=C(C=2N(C=C1C1=C(C=3N=C(SC3N1)C1CCN(CC1)S(=O)(=O)C)C(C)C)N=CN2)C